2,2-di-tert-butyl-1,3-dimethoxypropane C(C)(C)(C)C(COC)(COC)C(C)(C)C